3-(3-Chloro-5-((3-methylbenzyl)oxy)phenyl)-5-(2,4-dimethoxypyrimidin-5-yl)-2H-[1,3'-bipyridin]-2-one ClC=1C=C(C=C(C1)OCC1=CC(=CC=C1)C)C=1C(N(C=C(C1)C=1C(=NC(=NC1)OC)OC)C=1C=NC=CC1)=O